C(C)C1=CC=C(C=C1)C=1OC(=C(N1)CCOC=1C=C2CC[C@H](C2=CC1)CC(=O)O)C (S)-2-(5-(2-(2-(4-ethylphenyl)-5-methyloxazol-4-yl)ethoxy)-2,3-dihydro-1H-inden-1-yl)acetic acid